3-(5-(3-(benzyloxy)propoxy)-6-(4-methylpiperazin-1-yl)pyridin-3-yl)-5-bromo-1-tosyl-1H-pyrazolo[3,4-c]pyridine C(C1=CC=CC=C1)OCCCOC=1C=C(C=NC1N1CCN(CC1)C)C1=NN(C2=CN=C(C=C21)Br)S(=O)(=O)C2=CC=C(C)C=C2